Pentamethylcyclopentadienyl-dimethyl-(1-n-octyl-6,6-dimethyl-1,5,6,7-tetrahydro-s-indacenyl)hafnium CC1=C(C(=C(C1([Hf](C1(C=CC2=CC=3CC(CC3C=C12)(C)C)CCCCCCCC)(C)C)C)C)C)C